5-(2H-1,2,3-triazol-2-yl)-2-{3-[(3r,5s)-3,4,5-trimethylpiperazin-1-yl]-1,2,4-triazin-6-yl}phenol N=1N(N=CC1)C=1C=CC(=C(C1)O)C1=CN=C(N=N1)N1C[C@H](N([C@H](C1)C)C)C